C1(=CC=CC=C1)NC1=C(C=CC=C1)C(=C(C)C)C1C2=CC(=CC=C2C=2C=CC(=CC12)C(C)(C)C)C(C)(C)C N-Phenyl-2-[1-(2,7-di-tert-butyl-9H-fluoren-9-yl)-2-methylprop-1-en-1-yl]-aniline